[(2S,3S,4E,6R,7S,10R)-10-hydroxy-2-[(E)-1-imidazo[1,2-a]pyridin-6-ylprop-1-en-2-yl]-3,7-dimethyl-12-oxo-1-oxacyclododec-4-en-6-yl] 4-methylpiperazine-1-carboxylate CN1CCN(CC1)C(=O)O[C@H]1/C=C/[C@@H]([C@H](OC(C[C@@H](CC[C@@H]1C)O)=O)/C(=C/C=1C=CC=2N(C1)C=CN2)/C)C